1-(2-Fluorophenyl)-N-[(1R)-1-[3-[3-(methylaminomethyl)-2-thienyl]phenyl]ethyl]-6-oxo-pyridazine-3-carboxamide FC1=C(C=CC=C1)N1N=C(C=CC1=O)C(=O)N[C@H](C)C1=CC(=CC=C1)C=1SC=CC1CNC